Benzyl (2S,5S)-2-(6-(2,5-dimethyl-1H-pyrrol-1-yl)pyridin-3-yl)-5-methylmorpholine-4-carboxylate CC=1N(C(=CC1)C)C1=CC=C(C=N1)[C@H]1CN([C@H](CO1)C)C(=O)OCC1=CC=CC=C1